CIS-3-HYDROXYCYCLOBUTANECARBOXYLIC ACID O[C@H]1C[C@H](C1)C(=O)O